NC=1NC(C=2N(C(N(C2N1)[C@@H]1O[C@@H]([C@H]([C@H]1O)F)CO)=O)C\C=C\C1=CC=CC=C1)=O 2-Amino-7-(E)-cinnamyl-9-((2R,3S,4S,5R)-4-fluoro-3-hydroxy-5-(hydroxymethyl)tetrahydrofuran-2-yl)-7,9-dihydro-1H-purin-6,8-dion